C1=CC=CC=2C3=CC=CC=C3C(C12)=O 9h-fluoren-9-on